5-Formyl-4-methyl-thiophene-2-carboxylic Acid C(=O)C1=C(C=C(S1)C(=O)O)C